DIETHYL-ACETAMIDE C(C)C(C(=O)N)CC